N-(6-((1H-pyrazol-1-yl)methyl)-4-(difluoromethoxy)-5-fluorobenzo[d]isoxazol-3-yl)-2,4-dimethoxy-6-methylpyridine-3-sulfonamide N1(N=CC=C1)CC1=CC2=C(C(=NO2)NS(=O)(=O)C=2C(=NC(=CC2OC)C)OC)C(=C1F)OC(F)F